COC(CCC#CC1=C(C=C(C=C1C(F)(F)F)NC(=O)OCC1=CC=CC=C1)B1OC(C(O1)(C)C)(C)C)=O.C(C)(=O)C#CC1=CC=CC2=CC(=CC=C12)C(C)=O 2,6-diacetylethynyl-naphthalene methyl-5-(4-(((benzyloxy)carbonyl)amino)-2-(4,4,5,5-tetramethyl-1,3,2-dioxaborolan-2-yl)-6-(trifluoromethyl)phenyl)pent-4-ynoate